[Si]([O-])([O-])([O-])[O-].[Zr+4].[Y+3].COC1=C(C=CC=C1)S(=O)(=O)NC=1C=C2CN(C(NC2=CC1)=O)C 2-methoxy-N-(3-methyl-2-oxo-1,2,3,4-tetrahydroquinazolin-6-yl)benzenesulfonamide yttrium zirconium silicate